4,10-bis(methoxycarbonyl)perylene-3,9-dicarboxylate COC(=O)C=1C2=C(C=CC=3C=4C=CC(=C5C(=CC=C(C(=CC1)C23)C54)C(=O)[O-])C(=O)OC)C(=O)[O-]